2-((S)-3-hydroxypyrrolidin-1-yl)ethan-1-one O[C@@H]1CN(CC1)CC=O